COC1=C(NCC#CC=2C=C(C3=C(N(C=N3)CC(F)(F)F)C2)C(=O)N[C@@H]2[C@@H](CN(CC2)C)C(F)(F)F)C=CC(=C1)S(=O)(=O)C 6-[3-(2-methoxy-4-methylsulfonyl-anilino)prop-1-ynyl]-N-[(3R,4S)-1-methyl-3-(trifluoromethyl)-4-piperidyl]-1-(2,2,2-trifluoroethyl)benzimidazole-4-carboxamide